N-(4-((2-(6-aminohexanoyl)isoindolin-5-yl)carbamoyl)benzyl)-N-cyclopropyl-3-oxo-3,4-dihydro-2H-benzo[b][1,4]oxazine-7-carboxamide 2,2,2-trifluoroacetate FC(C(=O)O)(F)F.NCCCCCC(=O)N1CC2=CC=C(C=C2C1)NC(=O)C1=CC=C(CN(C(=O)C=2C=CC3=C(OCC(N3)=O)C2)C2CC2)C=C1